2-amino-5,5-difluoro-4,4-dimethylpentanoic acid NC(C(=O)O)CC(C(F)F)(C)C